C(C1=CC=CC=C1)N1C[C@@H](N(C2=C(C1=O)C=NC(=N2)C2=CC(=C(C(=C2)OC)OC)OC)C2=CC=CC=C2)C=C (S)-6-benzyl-9-benzeneYl-2-(3,4,5-trimethoxyphenyl)-8-vinyl-6,7,8,9-tetrahydro-5H-pyrimido[4,5-e][1,4]Diazepin-5-one